COC(CCCC1=C(C=CC(=C1)Cl)[N+](=O)[O-])=O 4-(5-chloro-2-nitrophenyl)butyric acid methyl ester